(R)-N-(3-cyclobutylisoxazol-5-yl)-2-(3,5-dicyanophenyl)-2-((S)-3,3-difluorocyclopentyl)acetamide C1(CCC1)C1=NOC(=C1)NC([C@H]([C@@H]1CC(CC1)(F)F)C1=CC(=CC(=C1)C#N)C#N)=O